CN1CCN(CC1)C1CCN(CC1)C=1C=C(C(=CC1)N)N 4-(4-(4-methylpiperazin-1-yl)piperidin-1-yl)benzene-1,2-diamine